(R)-N-(1-(2-chloro-6-methoxyphenyl)-1,4,5,7-tetrahydropyrano[3,4-c]pyrazol-4-yl)-5,6,7,8-tetrahydroimidazo[1,5-a]pyridine-1-carboxamide ClC1=C(C(=CC=C1)OC)N1N=CC2=C1COC[C@@H]2NC(=O)C=2N=CN1C2CCCC1